C(C)OC(/C(=N/N1C(CCC1=O)C1=C(C=CC=C1)F)/N)=O (Z)-2-amino-2-((2-(2-fluorophenyl)-5-oxopyrrolidin-1-yl)imino)acetic acid ethyl ester